[Re]=O.[Ca] calcium rhenium oxide